C(#N)/C(/C(=O)NC1=CC=C(C=C1)C(F)(F)F)=C(\C)/O (Z)-2-cyano-3-hydroxy-N-[4-(trifluoromethyl)phenyl]but-2-enamide